C(C)SC1=CC(C=2C(=C(N=C(C2)C)C(C)O)O1)=O 2-(ethylsulfanyl)-8-(1-hydroxyethyl)-6-methyl-4H-pyrano[2,3-c]pyridin-4-one